1-methyl-4-amino-1,2,3,4-tetrahydroquinoxaline CN1CCN(C2=CC=CC=C12)N